NC[C@@H](C)NC(=O)C=1N=C(SC1)C=1C=NN(C1)C1=CC=CC=C1 N-[(2R)-1-aminopropan-2-yl]-2-(1-phenyl-1H-pyrazol-4-yl)-1,3-thiazole-4-carboxamide